(2R,4aS,4bR,6aR,8S,11aS,11bR,13aR)-2-hydroxy-2,6a-dimethyl-N-phenyloctadecahydro-1H-cyclohepta[a]phenanthrene-8-carboxamide O[C@@]1(CC[C@@H]2[C@H]3CC[C@]4([C@H]([C@@H]3CC[C@@H]2C1)CCC[C@@H](C4)C(=O)NC4=CC=CC=C4)C)C